C(C)(C)(C)OC(=O)N[C@H](C(=O)N[C@H](C(=O)NC=1C=CC(=C(CN(C(OCC#C)=O)C)C1)CO)CCCNC(=O)N)C(C)C prop-2-yn-1-yl 5-((S)-2-((S)-2-((tert-butoxycarbonyl)amino)-3-methylbutanamido)-5-ureidopentanamido)-2-(hydroxymethyl)benzyl(methyl)carbamate